9-((2R,4S,5R)-4-hydroxy-5-(hydroxymethyl)tetrahydrofuran-2-yl)-7,9-dihydro-8H-purin-8-one O[C@H]1C[C@@H](O[C@@H]1CO)N1C2=NC=NC=C2NC1=O